(difluoromethyl)-5-fluoro-N-[(2-isopropylphenyl)methyl]-1-methyl-pyrazole-4-carboxamide FC(F)C1=NN(C(=C1C(=O)NCC1=C(C=CC=C1)C(C)C)F)C